C(C)(=O)C1=CC=CC=2N=COC21 7-acetyl-benzoxazole